Cl.Cl.O[C@H](COC=1C=C(C=CC1)S(=O)(=O)NC)CN[C@H]1COC2(C1)CCN(CC2)S(=O)(=O)C=2C=C1C=CC=NC1=CC2 3-((S)-2-hydroxy-3-(((R)-8-(quinoline-6-ylsulfonyl)-1-oxa-8-azaspiro[4.5]dec-3-yl)amino)propoxy)-N-methylbenzenesulfonamide dihydrochloride